FC(OC1=NN(C=C1F)C1=NC2=CC(=NC=C2C=C1)CN)F (2-(3-(difluoromethoxy)-4-fluoro-1H-pyrazol-1-yl)-1,6-naphthyridin-7-yl)methanamine